BrC1=C(C=CC(=C1)C(F)(F)F)C=1C=C2CCN(C(C2=CC1)=O)C=1C=CC(=C(C1)NS(=O)(=O)CCOC)O N-(5-(6-(2-bromo-4-(trifluoromethyl)phenyl)-1-oxo-3,4-dihydroisoquinolin-2(1H)-yl)-2-hydroxyphenyl)-2-methoxyethane-1-sulfonamide